cyclopentadienyl-tri(dimethylamino)hafnium C1(C=CC=C1)[Hf](N(C)C)(N(C)C)N(C)C